2-((5-amino-4-(2-(dimethylamino)ethoxy)-2-methoxyphenyl)amino)-6-(2,4-difluorophenoxy)-8-methylpyrido[2,3-d]pyrimidin-7(8H)-one NC=1C(=CC(=C(C1)NC=1N=CC2=C(N1)N(C(C(=C2)OC2=C(C=C(C=C2)F)F)=O)C)OC)OCCN(C)C